C1=CC=CC=2C3=CC=CC=C3C(C12)OC(N(C1(CCSCC1)C#N)C)=O (9H-fluorene-9-yl)methyl(4-cyanotetrahydro-2H-thiopyran-4-yl)carbamate